6-((3-phenylpyrrolidin-1-yl)methyl)imidazo[1,2-a]pyridine-8-carboxamide C1(=CC=CC=C1)C1CN(CC1)CC=1C=C(C=2N(C1)C=CN2)C(=O)N